tert-butyl 4-(6-((5-(methoxy(methyl)carbamoyl)pyridin-2-yl)methoxy)pyridin-2-yl)-piperidine-1-carboxylate CON(C(=O)C=1C=CC(=NC1)COC1=CC=CC(=N1)C1CCN(CC1)C(=O)OC(C)(C)C)C